O1CCN(CC1)CCC1NC2=C(C=CC=C2C1)[N+](=O)[O-] 2-(2-morpholinoethyl)-7-nitroindoline